(4,4'-dibutyl-2,2'-bithiazole) iridium (III) hexafluorophosphate F[P-](F)(F)(F)(F)F.[Ir+3].C(CCC)C=1N=C(SC1)C=1SC=C(N1)CCCC.F[P-](F)(F)(F)(F)F.F[P-](F)(F)(F)(F)F